COC(=O)NCCCC(=O)OC methyl 4-((methoxy carbonyl)amino)butanoate